ClN1NC(=CC(=N1)Cl)C1=CC=CC=C1 2,4-dichloro-6-phenyltriazine